tert-butyl ((2-oxo-1,2-dihydropyridin-3-yl)methyl)carbamate O=C1NC=CC=C1CNC(OC(C)(C)C)=O